FC1CCC(CC1)N[C@@H]1[C@H](OCCC1)CC=1C=C2CN(C(C2=CC1)=O)C1C(NC(CC1)=O)=O 3-(5-(((2R,3S)-3-((4-fluorocyclohexyl)amino)tetrahydro-2H-pyran-2-yl)methyl)-1-oxoisoindolin-2-yl)piperidine-2,6-dione